O1COCC2C1C1=CC=CC=C1C2 4,4a,5,9b-tetrahydroindeno[1,2-d]-m-di-oxine